1-eicosanoyl-2-pentadecanoyl-glycero-3-phosphoserine C(CCCCCCCCCCCCCCCCCCC)(=O)OCC(OC(CCCCCCCCCCCCCC)=O)COP(=O)(O)OC[C@H](N)C(=O)O